tert-butyl 2,2,4-trimethylpiperidine-1-carboxylate CC1(N(CCC(C1)C)C(=O)OC(C)(C)C)C